estra-1,3,5(10)-triene-3,17β-diol C[C@@]12[C@H](CC[C@H]1[C@@H]1CCC=3C=C(C=CC3[C@H]1CC2)O)O